cadmium-arsenic-zinc [Zn].[As].[Cd]